methyl 2-(4,4-dimethyl-1-piperidinyl)-6-methyl-4-oxo-chromene-8-carboxylate CC1(CCN(CC1)C=1OC2=C(C=C(C=C2C(C1)=O)C)C(=O)OC)C